2,3-dichloro-6-(prop-2-en-1-yloxy)benzaldehyde ClC1=C(C=O)C(=CC=C1Cl)OCC=C